(3-(4-fluorophenyl)-1H-pyrazol-5-yl)methanol FC1=CC=C(C=C1)C1=NNC(=C1)CO